3-Tert-Butyladipate C(C)(C)(C)C(CC(=O)[O-])CCC(=O)[O-]